FC=1C=C(C=C(C1)C(=C)C)[C@H]1CC2(CN(C2)C(=O)OC(C)(C)C)CC1 |r| (rac)-tert-Butyl 6-(3-fluoro-5-(prop-1-en-2-yl)phenyl)-2-azaspiro[3.4]octane-2-carboxylate